2-Methoxybutan COC(C)CC